NC1=NNC=C1C=1SC2=C(N1)C=C(C(=C2)S(=O)(=O)N)F (3-Amino-1H-pyrazol-4-yl)-5-fluoro-benzothiazole-6-sulfonic acid amide